C(C)(C)(C)OC(=O)N1C[C@H](CC1)[C@@H](C(=O)OC(C)(C)C)CC1=CC(=CC=C1)C(=O)OC (R)-3-((S)-1-(tert-butoxy)-3-(3-(methoxycarbonyl)phenyl)-1-oxopropane-2-yl)pyrrolidine-1-carboxylic acid tert-butyl ester